methyl 2-(5,5-dimethyl-1,3,2-dioxaborolan-2-yl)-5-[[4-(1-ethylpropylamino)-5-methyl-pyrimidin-2-yl] amino]-3-methyl-benzoate CC1(COB(O1)C1=C(C(=O)OC)C=C(C=C1C)NC1=NC=C(C(=N1)NC(CC)CC)C)C